C(C)N1CC(CCC1)NC=1N=NC=CC1 N-(1-ethylpiperidin-3-yl)pyridazin-3-amine